C(C)(=O)N1CC=2N(CC1)C(=NC2C=2C=CC=C1C=C(N=CC21)C=2C=CC(=NC2)C(=O)NCCCC#CC=2C=C1CN(C(C1=CC2)=O)C2C(NC(CC2)=O)=O)CC 5-(8-(7-Acetyl-3-ethyl-5,6,7,8-tetrahydroimidazo[1,5-a]pyrazin-1-yl)isoquinolin-3-yl)-N-(5-(2-(2,6-dioxopiperidin-3-yl)-1-oxoisoindolin-5-yl)pent-4-yn-1-yl)picolinamide